3-acetyl-6-trimethoxysilylhexane-2-one C(C)(=O)C(C(C)=O)CCC[Si](OC)(OC)OC